C1(CCCCC1)[C@@H](C(=O)NC1=CC=C(C=C1)C=1C(=NNC1C)C)NC(=O)C=1N(N=CC1)C(C)C N-[(1S)-1-cyclohexyl-2-[4-(3,5-dimethyl-1H-pyrazol-4-yl)anilino]-2-oxo-ethyl]-2-isopropyl-pyrazole-3-carboxamide